1-[(2-methylaminophenyl)ethynyl]-2-naphthylamine CNC1=C(C=CC=C1)C#CC1=C(C=CC2=CC=CC=C12)N